α-oestradiol C[C@]12CC[C@H]3[C@H]([C@@H]1CC[C@@H]2O)CCC4=C3C=CC(=C4)O